Ethyl 4-hydroxy-2-quinolinecarboxylate OC1=CC(=NC2=CC=CC=C12)C(=O)OCC